[K].ClCCN1CC(C1)S(=O)(=O)NC(NC1=C2CCCC2=CC=2CCCC12)=O 1-(2-Chloroethyl)-N-((1,2,3,5,6,7-hexahydro-s-indacen-4-yl)carbamoyl)azetidine-3-sulfonamide, Potassium Salt